NC(C[C@H](C(C(NCCC1=CC=CC=C1)=O)=O)NC(OCCCCCC)=O)=O Hexyl (R)-(5-amino-1,2,5-trioxo-1-(phenethylamino)pentan-3-yl)carbamate